6-((2R,4S)-2-(((S)-1-(((6-amino-2-methylpyridin-3-yl)methyl)amino)-1-oxopropan-2-yl)carbamoyl)-4-phenylpiperidin-1-yl)hexanoic acid NC1=CC=C(C(=N1)C)CNC([C@H](C)NC(=O)[C@@H]1N(CC[C@@H](C1)C1=CC=CC=C1)CCCCCC(=O)O)=O